FC=1C(=NC=CC1)CN1CCNC2=CC=CC=C12 1-((3-fluoropyridin-2-yl)methyl)-1,2,3,4-tetrahydroquinoxaline